4-chloro-2-methoxyaniline ethyl-(R)-6-(bromomethyl)-4-(2-chloro-4-fluorophenyl)-2-(thiazol-2-yl)-1,4-dihydropyrimidine-5-carboxylate C(C)OC(=O)C=1[C@@H](N=C(NC1CBr)C=1SC=CN1)C1=C(C=C(C=C1)F)Cl.ClC1=CC(=C(N)C=C1)OC